3,3-dimethyl-2,3-dihydrobenzofuran-4-ol CC1(COC=2C1=C(C=CC2)O)C